BrCCCCCCOC(CCC(OC\C=C/CCCCCC)OC\C=C/CCCCCC)=O 4,4-bis(((Z)-non-2-en-1-yl)oxy)butanoic acid 6-bromohexyl ester